dibutyltin di-myristate C(CCCCCCCCCCCCC)(=O)[O-].C(CCCCCCCCCCCCC)(=O)[O-].C(CCC)[Sn+2]CCCC